(R)-1-cyclopropyl-2,2,2-trifluoroethanamine hydrochloride Cl.C1(CC1)[C@H](C(F)(F)F)N